(1R,3S)-5-[tert-butyl(dimethyl)silyl]oxycyclohexane-1,3-diol [Si](C)(C)(C(C)(C)C)OC1C[C@H](C[C@H](C1)O)O